Tert-butyl N-[[1-[5-chloro-4-[[1-methyl-3-[2-(methylamino)-2-oxo-ethoxy]-2-oxo-6-quinolyl]amino]pyrimidin-2-yl]-4-piperidyl]methyl]carbamate ClC=1C(=NC(=NC1)N1CCC(CC1)CNC(OC(C)(C)C)=O)NC=1C=C2C=C(C(N(C2=CC1)C)=O)OCC(=O)NC